[1,2,4]Triazine-3-carboxylic acid ethyl ester C(C)OC(=O)C=1N=NC=CN1